p-bromophenol methacrylate C(C(=C)C)(=O)OC1=CC=C(C=C1)Br